C1=CC(=CC=C1C2=C(C(=O)C3=C(C=C(C=C3O2)O)O)O[C@H]4[C@@H]([C@H]([C@@H]([C@H](O4)CO)O)O)O[C@H]5[C@@H]([C@H]([C@@H]([C@H](O5)CO)O)O)O[C@H]6[C@@H]([C@H]([C@@H]([C@H](O6)CO)O)O)O)O The molecule is a kaempferol O-glucoside that is kaempferol attached to a beta-D-sophorotriosyl residue at position 3 via a glycosidic linkage. It has a role as a plant metabolite and a metabolite. It is a kaempferol O-glucoside, a trihydroxyflavone and a trisaccharide derivative.